[C-]1(C=CC=C1)C=1SC=CC1.[CH-]1C=CC=C1.[Fe+2] ferrocenyl-thiophene